S-phenyl thioformate C(=O)SC1=CC=CC=C1